OC[C@H](CC=1C=C2C=CN=CC2=CC1)NC(OC(C)(C)C)=O (S)-tert-butyl (1-hydroxy-3-(isoquinolin-6-yl)propan-2-yl)carbamate